4-ethyl-2-(7-fluoro-4-isopropyl-2-(2-methoxy-4-methylpyridin-3-yl)quinolin-6-yl)-5-(hydroxymethyl)-2,4-dihydro-3H-1,2,4-triazol-3-one C(C)N1C(N(N=C1CO)C=1C=C2C(=CC(=NC2=CC1F)C=1C(=NC=CC1C)OC)C(C)C)=O